COC1=CN=C(S1)CN1C[C@@](CC1)([C@@]1(OCC1)C(F)(F)F)CCC1=CC=C(C#N)C=C1 |o1:13| 4-(2-((R)-1-((5-methoxythiazol-2-yl)methyl)-3-((R or S)-2-(trifluoromethyl)oxetan-2-yl)pyrrolidin-3-yl)ethyl)benzonitrile